ClC1=CC(=C(S1)C(C)C)NC(NS(N([C@H]1CN(CCC1)C)C=1C=NN(C1)C)(=O)=O)=O 3-[5-Chloro-2-(propan-2-yl)thiophen-3-yl]-1-[(1-methyl-1H-pyrazol-4-yl)-[(3R)-1-methylpiperidin-3-yl]sulfamoyl]urea